5-[4-[2-chloro-4-[[5-[2,3-difluoro-4-[1-(2-methoxyethyl)-5-methyl-pyrazol-4-yl]phenyl]-1-methyl-imidazole-2-carbonyl]amino]benzoyl]piperazino]-5-keto-pentanoic acid ClC1=C(C(=O)N2CCN(CC2)C(CCCC(=O)O)=O)C=CC(=C1)NC(=O)C=1N(C(=CN1)C1=C(C(=C(C=C1)C=1C=NN(C1C)CCOC)F)F)C